C1(=CC=CC=C1)C(CC(=O)C=1C=C(C=CC1)C)=O 1-phenyl-3-(m-tolyl)propane-1,3-dione